Diphenyl-mercury C1(=CC=CC=C1)[Hg]C1=CC=CC=C1